((1-methylpiperidin-4-yl)methoxy)quinazolin-4-amine CN1CCC(CC1)COC1=NC2=CC=CC=C2C(=N1)N